FC(C=1C=C(C=CC1F)C=1C=C2C(=NC1)C=NN2CC(=O)N2CCOCC2)F 2-[6-[3-(Difluoromethyl)-4-fluoro-phenyl]pyrazolo[4,3-b]pyridin-1-yl]-1-morpholino-ethanone